6-(2-hydroxyethyl)-2,3-dihydro-4H-benzo[b][1,4]oxazine-4-carboxylic acid tert-butyl ester C(C)(C)(C)OC(=O)N1C2=C(OCC1)C=CC(=C2)CCO